21-(((9Z,12Z,15Z)-octadeca-9,12,15-trienoyl)oxy)-heneicosanoic acid C(CCCCCCC\C=C/C\C=C/C\C=C/CC)(=O)OCCCCCCCCCCCCCCCCCCCCC(=O)O